OC=1C(=C(C=C(/C=C/C(=O)O)C1)OC)O 5-hydroxyferulic acid